C[C@H]1CN(CCC1)C1CCN(CC1)C=1SC(=CN1)C(=O)NCC1=NC(=CC=C1)C(F)(F)F 2-[(3R)-3-methyl-[1,4'-bipiperidin]-1'-yl]-N-{[6-(trifluoromethyl)pyridin-2-yl]methyl}-1,3-thiazole-5-carboxamide